C(C)(=O)N[C@H]1CC[C@H](CC1)N1N=CC(=C1C(=O)NC1=NC=C(C=C1C)C#CC1=CC=CC=C1)Cl 1-(cis-4-acetamidocyclohexyl)-4-chloro-N-(3-methyl-5-(phenylethynyl)pyridin-2-yl)-1H-pyrazole-5-carboxamide